2-(2-isopropylphenyl)-9-(4-(1-methyl-1H-1,2,3-triazol-5-yl)benzyl)-7,9-dihydro-8H-purin-8-one C(C)(C)C1=C(C=CC=C1)C1=NC=C2NC(N(C2=N1)CC1=CC=C(C=C1)C1=CN=NN1C)=O